4-[(2R)-3-(3,4-dihydro-1H-isoquinolin-2-yl)-2-hydroxy-propyl]-8-(3-pyridyl)-2,3-dihydro-1,4-benzoxazepin-5-one C1N(CCC2=CC=CC=C12)C[C@H](CN1CCOC2=C(C1=O)C=CC(=C2)C=2C=NC=CC2)O